3-(1-oxo-5-(1-((4,5,6,7-tetra-hydropyrazolo[1,5-a]pyridin-2-yl)methyl)piperidin-4-yl)isoindolin-2-yl)piperidine-2,6-dione O=C1N(CC2=CC(=CC=C12)C1CCN(CC1)CC1=NN2C(CCCC2)=C1)C1C(NC(CC1)=O)=O